1-acetyl-N-(1-methylcyclopropyl)indoline-6-sulfonamide C(C)(=O)N1CCC2=CC=C(C=C12)S(=O)(=O)NC1(CC1)C